C(CCCCCCC)C(COC(CCCCCCC\C=C/CCCCCC)=O)CCCCCCCCCC (Z)-9-hexadecenoic acid-2-octyldodecyl ester